C(CCCCC)C(C(=O)OCCN(CCOC(C(CCCCCCCC)CCCCCC)=O)CC=1C=NN(C1)CCN(C)C)CCCCCCCC (((1-(2-(dimethylamino)ethyl)-1H-pyrazol-4-yl)methyl)azanediyl)bis(ethane-2,1-diyl) bis(2-hexyldecanoate)